benzo[1,6]naphthyridine N1=CC=CC2=CN=C3C(=C12)C=CC=C3